CC1=C2C=CC(=CC2=C(C=C1)C)C1=C2C(=CC=C3C=CC(C(C=C1C=O)=C32)=O)OC 7-(5,8-dimethylnaphthalen-2-yl)-6-methoxy-1-oxo-1H-phenalene-8-carbaldehyde